CC=1N=CN(C1C)C=C 4,5-dimethyl-1-vinyl-imidazole